fumaric acid monomethyl ester COC(\C=C\C(=O)O)=O